syn-guanine N1C(N)=NC=2N=CNC2C1=O